heptadecan-9-yl 8-((6-((2-ethylhexyl)oxy)-6-oxohexyl)(2-hydroxy-6-(1H-pyrrole-3-carboxamido)hexyl)Amino)octanoate C(C)C(COC(CCCCCN(CCCCCCCC(=O)OC(CCCCCCCC)CCCCCCCC)CC(CCCCNC(=O)C1=CNC=C1)O)=O)CCCC